1-para-chlorobenzyl-2-pyrrolidin-1-ylmethylbenzimidazole ClC1=CC=C(CN2C(=NC3=C2C=CC=C3)CN3CCCC3)C=C1